7-METHYL-1H-PYRROLO[2,3-C]PYRIDINE-3-CARBALDEHYDE CC=1N=CC=C2C1NC=C2C=O